4-(6-(5-(cyclohexanesulfonamido)-6-Methoxypyridin-3-yl)quinazolin-4-yl)piperazine-1-carboxylic acid tert-butyl ester C(C)(C)(C)OC(=O)N1CCN(CC1)C1=NC=NC2=CC=C(C=C12)C=1C=NC(=C(C1)NS(=O)(=O)C1CCCCC1)OC